4-PIPERIDIN-4-YLBUTANAL N1CCC(CC1)CCCC=O